(S)-6-((5-methyl-3-(6-methylpyridin-3-yl)isoxazol-4-yl)methoxy)-N-(3-methyltetrahydrofuran-3-yl)pyridazine-3-carboxamide CC1=C(C(=NO1)C=1C=NC(=CC1)C)COC1=CC=C(N=N1)C(=O)N[C@@]1(COCC1)C